t-butyl-tris(t-butoxy)tin C(C)(C)(C)[Sn](OC(C)(C)C)(OC(C)(C)C)OC(C)(C)C